C(C)(C)C1=NC=CC(=C1)N1C(NC2C(SC=3N=CC=C1C32)C(=O)O)=O 5-(2-isopropylpyridin-4-yl)-4-oxo-4,5-dihydro-3H-1-thia-3,5,8-triazaAcenaphthene-2-carboxylic acid